FC(OC1=CC=C(C(=C1)C1=CC=C(C=C1)C(F)(F)F)C(=O)O)(F)F 5-(trifluoromethoxy)-4'-(trifluoromethyl)[1,1'-biphenyl]-2-carboxylic acid